ClC1=C(C=CC(=C1)C1=NC(=C2C(=N1)NN=C2C)NCCN(C)C)NS(=O)(=O)C2=NC=CC=C2 N-[2-chloro-4-(4-{[2-(dimethylamino)ethyl]amino}-3-methyl-1H-pyrazolo[3,4-d]pyrimidin-6-yl)phenyl]pyridine-2-sulfonamide